3-(5-(((trans-3-(4-(3-chloro-5-fluoro-6-methylpyridin-2-yl)-3-cyclopropyl-1H-pyrazol-1-yl)cyclobutyl)methyl)amino)-1-oxoisoindolin-2-yl)piperidine-2,6-dione ClC=1C(=NC(=C(C1)F)C)C=1C(=NN(C1)[C@@H]1C[C@H](C1)CNC=1C=C2CN(C(C2=CC1)=O)C1C(NC(CC1)=O)=O)C1CC1